NC1=C2C(=C(C(=CC2=CC(=C1)S(=O)(=O)[O-])S(=O)(=O)[O-])N=NC1=CC=CC=C1)O.[Na+].[Na+] disodium (5-amino-4-hydroxy-3-(phenylazo)-naphthalene-2,7-disulfonate)